C(C)N(CC)CC=1SC2=C(N1)C=C(C=C2)B2OC(C(O2)(C)C)(C)C N-ethyl-N-((5-(4,4,5,5-tetramethyl-1,3,2-dioxaborolan-2-yl)benzo[d]thiazol-2-yl)methyl)ethanamine